The molecule is an organoammonium salt obtained by reaction of gadoteric acid with one equivalent of 1-deoxy-1-(methylamino)-D-glucitol (meglumine). It is used in magnetic resonance imaging (MRI) in brain (intracranial), spine and associated tissues of patients ages 2 years and older, to detect and visualise areas with disruption of the blood brain barrier and/or abnormal vascularity of the central nervous system. It has a role as a MRI contrast agent. It is an organoammonium salt and a gadolinium coordination entity. It contains a gadoterate. CNC[C@@H]([C@H]([C@@H]([C@@H](CO)O)O)O)O.C1CN(CCN(CCN(CCN1CC(=O)O)CC(=O)[O-])CC(=O)[O-])CC(=O)[O-].[Gd+3]